L-Tyrosinol N[C@@H](CC1=CC=C(C=C1)O)CO